ClC1=CC2=C(C=N1)N(C(N2C2CCCC2)=O)C2CCCC2 6-Chloro-1,3-dicyclopentyl-1,3-dihydro-2H-imidazo[4,5-c]pyridin-2-one